(S)-1-((R)-2-(benzoyloxy)-1-(3-chloro-5-fluoro-2-(hydroxymethyl) phenyl) ethyl amino)-3-methyl-1-oxobutan-2-yl benzoate C(C1=CC=CC=C1)(=O)O[C@H](C(=O)N[C@@H](COC(C1=CC=CC=C1)=O)C1=C(C(=CC(=C1)F)Cl)CO)C(C)C